4-cyclopropoxy-6-cyclopropyl-5-(4,4,5,5-tetramethyl-1,3,2-dioxaborolan-2-yl)pyrimidine C1(CC1)OC1=NC=NC(=C1B1OC(C(O1)(C)C)(C)C)C1CC1